boron biquinoline N1=C(C=CC2=CC=CC=C12)C1=NC2=CC=CC=C2C=C1.[B]